1-hydrazinecarboxylic acid vinyl ester C(=C)OC(=O)NN